N(=[N+]=[N-])\C(\C(=O)OCC)=C/C=1SC=CC1N=[N+]=[N-] Ethyl (Z)-2-azido-3-(3-azidothiophen-2-yl)acrylate